FC(C(=O)N1CCC(CC1)(C)OC1=CC=C(C=C1)I)(F)F 2,2,2-trifluoro-1-(4-(4-iodophenoxy)-4-methyl-piperidin-1-yl)ethan-1-one